potassium (N-(2-methoxyethyl)sulfamoyl)amide COCCNS(=O)(=O)[NH-].[K+]